(S)-N-(2,2-dimethyl-6-(3-((methylamino)methyl)piperidin-1-yl)-7-(trifluoromethyl)-2,3-dihydrobenzofuran-5-yl)-2-(pyridazin-4-yl)thiazole-4-carboxamide CC1(OC2=C(C1)C=C(C(=C2C(F)(F)F)N2C[C@@H](CCC2)CNC)NC(=O)C=2N=C(SC2)C2=CN=NC=C2)C